1,1-dimethyl-1,3-dihydrofuro[3,4-c]pyridin-6-amine CC1(OCC=2C=NC(=CC21)N)C